C1=C(C=CC2=CC=CC=C12)C1C(NC(S1)=O)=O 5-(2-naphthyl)-thiazolidine-2,4-dione